5-bromo-2-(3,4-difluoro-2-methoxy-phenoxy)-N-(3-methylsulfanylphenyl)pyridine-3-carboxamide BrC=1C=C(C(=NC1)OC1=C(C(=C(C=C1)F)F)OC)C(=O)NC1=CC(=CC=C1)SC